ClC1=NC=C(C(=C1)C1=C(C=NC(=C1)C)C(=O)NC=1SC(=NN1)O[C@@H]1[C@H](CC1)O)OC 2'-chloro-N-(5-((1S,2S)-2-hydroxycyclobutoxy)-1,3,4-thiadiazol-2-yl)-5'-methoxy-6-methyl-(4,4'-bipyridine)-3-carboxamide